ClC=1C=NC=C(C1[C@@H](C)OC=1C=C2C(=NN(C2=CC1)C1OCCCC1)C=1C=NC(=NC1)N1C(CCC12CCNCC2)=O)Cl (5-(5-((R)-1-(3,5-dichloropyridin-4-yl)ethoxy)-1-(tetrahydro-2H-pyran-2-yl)-1H-indazol-3-yl)pyrimidin-2-yl)-1,8-diazaspiro[4.5]decan-2-one